3-((1s,4s)-4'-Chloro-4-hydroxy-1',2'-dihydrospiro[cyclohexane-1,3'-pyrrolo[2,3-b]pyridin]-5'-yl)-1H-indole-5-carbonitrile ClC1=C2C(=NC=C1C1=CNC3=CC=C(C=C13)C#N)NCC21CCC(CC1)O